ethyl-2-nitropropanoate C(C)OC(C(C)[N+](=O)[O-])=O